Diisopropoxytitanium C(C)(C)O[Ti]OC(C)C